FC=1C=C(C=CC1)C1=NN(C=C1)C=1N=C(C2=C(N1)C=C(C=N2)C2CCOCC2)N2CCOCC2 4-[2-[3-(3-fluorophenyl)pyrazol-1-yl]-7-tetrahydropyran-4-yl-pyrido[3,2-d]pyrimidin-4-yl]morpholine